methyltrimethylammonium methyl-sulfate COS(=O)(=O)[O-].C[N+](C)(C)C